C(C)S(=O)(=O)C=1C(=NC=C(C1)C1=NC=CC(=N1)C(F)(F)F)C=1OC2=C(N1)C=C(C=C2)S(C(F)(F)F)(=O)=N [2-[3-Ethylsulfonyl-5-[4-(trifluoromethyl)pyrimidin-2-yl]-2-pyridinyl]-1,3-benzoxazol-5-yl]-imino-oxo-(trifluoromethyl)-lambda6-sulfane